tert-butyl ((S)-1-((2S,4R)-2-(((R)-1-(4-(3-fluoropyridin-4-yl)phenyl)-2-hydroxyethyl)carbamoyl)-4-hydroxypyrrolidin-1-yl)-3-methyl-1-oxobutan-2-yl)carbamate FC=1C=NC=CC1C1=CC=C(C=C1)[C@H](CO)NC(=O)[C@H]1N(C[C@@H](C1)O)C([C@H](C(C)C)NC(OC(C)(C)C)=O)=O